6-(2-chlorophenyl)-2-((3-methyl-4-(4-methylpiperazin-1-yl)phenyl)amino)-8-(1-acetylpiperidin-4-yl)pyrido[2,3-d]pyrimidin-7(8H)-one ClC1=C(C=CC=C1)C1=CC2=C(N=C(N=C2)NC2=CC(=C(C=C2)N2CCN(CC2)C)C)N(C1=O)C1CCN(CC1)C(C)=O